ethyl 2-hydroxybutyrate OC(C(=O)OCC)CC